[K].[K].OC=1C(C(C(C1O)=O)=O)=O 4,5-dihydroxy-4-cyclopentene-1,2,3-trione dipotassium salt